(S*)-N5-(2-((2r,5S)-5-(1,3-dioxoisoindolin-2-yl)-1,3-dioxan-2-yl)ethyl)-N7,3-dimethyl-3-phenyl-2,3-dihydrobenzofuran-5,7-dicarboxamide O=C1N(C(C2=CC=CC=C12)=O)C1COC(OC1)CCNC(=O)C=1C=C(C2=C([C@@](CO2)(C2=CC=CC=C2)C)C1)C(=O)NC |o1:27|